5-(dimethylamino)-2-methylpent-1-en-3-one CN(CCC(C(=C)C)=O)C